(2-fluorophenyl)-6-methylisoquinoline-1,5-diamine FC1=C(C=CC=C1)C=1N=C(C=2C=CC(=C(C2C1)N)C)N